tetrapentanol stearate C(CCCCCCCCCCCCCCCCC)(=O)O.C(CCCC)O.C(CCCC)O.C(CCCC)O.C(CCCC)O